[(8-azabicyclo[3.2.1]oct-3-ylmethyl)oxy]ethyl acetate C(C)(=O)OCCOCC1CC2CCC(C1)N2